CN1CCN(CC1)CC1=CC=C(C(=O)NC2=CC(=C(C=C2)OCC2=NC=CC(=C2)C)Cl)C=C1 4-((4-methylpiperazin-1-yl)methyl)-N-(3-chloro-4-((4-methylpyridin-2-yl)methoxy)phenyl)benzamide